N-[(1S)-5-[2-(2-aminopyridin-3-yl)-5-chloroimidazo[4,5-b]pyridin-3-yl]-2,3-dihydro-1H-inden-1-yl]-3-(1,3-dioxolan-2-yl)-4-[(4-methoxyphenyl)methoxy]benzamide NC1=NC=CC=C1C1=NC=2C(=NC(=CC2)Cl)N1C=1C=C2CC[C@@H](C2=CC1)NC(C1=CC(=C(C=C1)OCC1=CC=C(C=C1)OC)C1OCCO1)=O